O[C@H](COC=1C=C(C=CC1)S(=O)(=O)NC)CN[C@H]1COC2(C1)CCN(CC2)S(=O)(=O)C2=CC1=C(OCCN1C)C=C2 3-((S)-2-hydroxy-3-((R)-8-(4-methyl-3,4-dihydro-2H-benzo[b][1,4]oxazin-6-ylsulfonyl)-1-oxa-8-azaspiro[4.5]decan-3-ylamino)propoxy)-N-methylbenzenesulfonamide